C(=O)(O)C1(COC(OC1)C(CC(=O)O)(C)C)CC 5-carboxy-5-ethyl-2-(1,1-dimethyl-2-carboxyethyl)-1,3-dioxane